C(CCCCCCC\C=C/C\C=C/CCCCC)(=O)O.C(CCCCCCC\C=C/C\C=C/CCCCC)(=O)O.C(CCCCCCC)C(CCCCCCCCCCC)(O)CCCCCCCC dioctyl-dodecanol dilinoleate